3-(trifluoromethoxy)cyclobutane-1-carboxylic acid benzyl ester C(C1=CC=CC=C1)OC(=O)C1CC(C1)OC(F)(F)F